C1(CCC1)NC1=C(N(C2=CC=CC=C12)CC1=CC=C(C=C1)C)C(=O)NS(=O)(=O)N1CCOCC1 Cyclobutylamino-1-(4-methylbenzyl)-N-(4-morpholinylsulfonyl)-1H-indole-2-carboxamide